N,N'-trimethylenebis[3-(3,5-di-tert-butyl-4-hydroxyphenyl)propionamide] C(C)(C)(C)C=1C=C(C=C(C1O)C(C)(C)C)CCC(=O)NCCCNC(CCC1=CC(=C(C(=C1)C(C)(C)C)O)C(C)(C)C)=O